(tertiary butyl)dimethyl-silicon C(C)(C)(C)[Si](C)C